(R)-2-(5-Fluoropyridin-2-yl)-6-(methyl-d3)-3-(1H-pyrazolo[3,4-b]pyridin-4-yl)-4,5,6,7-tetrahydropyrazolo[1,5-a]pyridine-6-carbonitrile FC=1C=CC(=NC1)C1=NN2C(CC[C@](C2)(C#N)C([2H])([2H])[2H])=C1C1=C2C(=NC=C1)NN=C2